OC1CCN(CC1)C1=NC=2N(C(=C1)NC=1C=C3C=C(C(N(C3=CC1)C)=O)OCC(=O)NC)N=CN2 2-((6-((5-(4-hydroxypiperidinyl)-[1,2,4]triazolo[1,5-a]pyrimidin-7-yl)amino)-1-methyl-2-oxo-1,2-dihydroquinolin-3-yl)oxy)-N-methylacetamide